6-(4-chlorophenyl)-2-phenoxymethylimidazo[1,2-a]pyrimidine ClC1=CC=C(C=C1)C=1C=NC=2N(C1)C=C(N2)COC2=CC=CC=C2